6-(3-isopropyl-5-(1-((3-methyloxetan-3-yl)methyl)azetidin-3-yl)-1H-indol-2-yl)-7,8-dimethyl-[1,2,4]triazolo[4,3-a]pyridine C(C)(C)C1=C(NC2=CC=C(C=C12)C1CN(C1)CC1(COC1)C)C=1C(=C(C=2N(C1)C=NN2)C)C